1-methoxypropane COCCC